C(#N)C=1C=CC(=C(C1)C1=CC(=NC=C1C(=O)NC=1SC2=C(N1)CN(C2)C(C2=C(N=CC=C2)OC)=O)C)OC 4-(5-Cyano-2-methoxyphenyl)-N-(5-(2-methoxy-nicotinoyl)-5,6-dihydro-4H-pyrrolo[3,4-d]thiazol-2-yl)-6-methyl-nicotinamide